tert-butyl (4R)-2,2-dimethyl-4-[4-(2-oxo-1,3-oxazolidin-3-yl)phenyl]-1,3-oxazolidine-3-carboxylate CC1(OC[C@H](N1C(=O)OC(C)(C)C)C1=CC=C(C=C1)N1C(OCC1)=O)C